6-(cyclopropanecarboxamido)-N-(methyl-d3)-4-((5-methyl-2-((2-(trimethylsilyl)ethoxy)methyl)-4,5-dihydro-2H-pyrazolo[4,3-c]quinolin-6-yl)amino)nicotinamide C1(CC1)C(=O)NC1=NC=C(C(=O)NC([2H])([2H])[2H])C(=C1)NC1=CC=CC=2C=3C(CN(C12)C)=CN(N3)COCC[Si](C)(C)C